5-(3-cyano-4-fluorophenyl)-N-(1-cyclopropyl-2,2,2-trifluoroethyl)-7-methylpyrazolo[1,5-a]Pyrimidine C(#N)C=1C=C(C=CC1F)C1=NC=2N(C(=C1)C)N(CC2)C(C(F)(F)F)C2CC2